N1CCC(CC1)OC=1C=C2C(NC(=NC2=CC1)C1=CC2=C(C=N1)C=CS2)=O 6-(piperidin-4-yloxy)-2-thieno[3,2-c]pyridin-6-yl-3H-quinazolin-4-one